OCC(CO)N1C=NC2=C(C1=O)C=C(N=C2C=2C=NC=CC2)C2=CC=C(C=C2)C(F)(F)F 3-(1,3-Dihydroxypropan-2-yl)-8-(pyridin-3-yl)-6-(4-(trifluoromethyl)phenyl)pyrido[3,4-d]pyrimidin-4(3H)-one